5,5-divinyl-2,2-bipyridine C(=C)C1(CC=C(N=C1)C1=NC=CC=C1)C=C